O1S(OC2C1CN(C2)C(=O)OC(C)(C)C)(=O)=O tert-butyl tetrahydro-5H-[1,3,2]dioxathiolo[4,5-c]pyrrole-5-carboxylate 2,2-dioxide